C1(=CC=CC=C1)C1OCCN2C1=CC(=N2)C(=O)N[C@H]2COC1=C(N(C2=O)C)C=CC=C1 4-phenyl-N-[(3S)-5-methyl-4-oxo-2,3-dihydro-1,5-benzoxazepine-3-yl]-6,7-dihydro-4H-pyrazolo[5,1-c][1,4]Oxazine-2-carboxamide